ClCCOCCO 2-(2-chloroethoxy)-ethanol